2-(2-Fluorophenyl)-6-(methoxymethyl)-6,7-dihydro-5H-pyrazolo[5,1-b][1,3]oxazine-3-carboxylic acid FC1=C(C=CC=C1)C1=NN2C(OCC(C2)COC)=C1C(=O)O